F[C@@H]1C2CC[C@@H](C[C@@H]1N(C=1N=CC(=NC1)C1=C(C=3N(C=C1)C(=CN3)C)O)C)N2 7-(5-{[(2R,3S,5S)-2-fluoro-8-azabicyclo[3.2.1]octan-3-yl](methyl)amino}pyrazin-2-yl)-3-methylimidazo[1,2-a]pyridin-8-ol